(3-aza-bicyclo[3.2.1]oct-3-yl)-(3-benzofuran-3-yl-1-methanesulfonylmethyl-1H-pyrazolo[4,3-c]pyridin-6-yl)-methanone C12CN(CC(CC1)C2)C(=O)C2=CC1=C(C=N2)C(=NN1CS(=O)(=O)C)C1=COC2=C1C=CC=C2